C1(CC1)CC(C(=O)O)N1C(C=CC(=C1)CCN1CC(C1)F)=O 3-cyclopropyl-2-(5-(2-(3-fluoroazetidin-1-yl)ethyl)-2-oxopyridin-1(2H)-yl)propanoic acid